C(C)OC(=O)C=1CCC(CC1C=O)C1=C(C=C(C=C1)C)C 5-formyl-2',4'-dimethyl-1,2,3,6-tetrahydro-[1,1'-biphenyl]-4-carboxylic acid ethyl ester